CC1=C(CNC=2C=3N(C=C(C2)NC(CNC(C(F)F)=O)=O)C(=C(N3)C)C)C(=CC=C1)C N-(2-((8-((2,6-dimethylbenzyl)amino)-2,3-dimethylimidazo[1,2-a]pyridin-6-yl)amino)-2-oxoethyl)-2,2-difluoroacetamide